OC[C@@H]1[C@@H]2CC[C@H](CN1)N2C(=O)OC(C)(C)C t-butyl (1S,2S,5R)-2-(hydroxymethyl)-3,8-diazabicyclo[3.2.1]octane-8-carboxylate